C1N(CC[C@]12OCCNC2)C2=CC=CC(=N2)C2=NC1=CC(=NC=C1C=C2)CNC(C2=CC(=C(C=C2)C)S(=O)(=O)C)=O (R)-N-((2-(6-(6-oxa-2,9-diazaspiro[4.5]decan-2-yl)pyridin-2-yl)-1,6-naphthyridin-7-yl)methyl)-4-methyl-3-(methylsulfonyl)benzamide